PYRIMIDIN-5-YL-5-BORONIC ACID MONOHYDRATE B(C1=CN=CN=C1)(O)O.O